1-(1H-Benzo[d]imidazol-5-yl)-5-(2-fluoro-4-propoxyphenyl)imidazolidin-2-on N1C=NC2=C1C=CC(=C2)N2C(NCC2C2=C(C=C(C=C2)OCCC)F)=O